5-[4-fluoro-3-(1H-tetrazol-5-yl)phenyl]-1H-naphtho[1,2-b][1,4]diazepine-2,4(3H,5H)-Dione FC1=C(C=C(C=C1)N1C2=C(NC(CC1=O)=O)C1=CC=CC=C1C=C2)C2=NN=NN2